COC(C(C(F)(F)F)OC1=NC(=CC=C1[N+](=O)[O-])Br)=O 2-[(6-bromo-3-nitro-2-pyridinyl)oxy]-3,3,3-trifluoro-propionic acid methyl ester